CS(=O)(=O)N=C1CC(=CC=C1)C1=NC(=CC(=C1C(=O)N)OC1=CC=C(C=C1)OC(F)(F)F)C(F)(F)F [3-(methylsulfonylimino)phenyl]-4-[4-(trifluoromethoxy)phenoxy]-6-(trifluoromethyl)pyridine-3-carboxamide